9-bromonon-1-ene BrCCCCCCCC=C